fluorobenzo[d]oxazol-2-amine FC1=CC=CC2=C1N=C(O2)N